1,1,1,2-tetraFluoroethyl 1,1,1-trifluoroethyl ether FC(COC(C(F)(F)F)F)(F)F